TETRAHYDRO-3H-PYRROLO[3,2-F]QUINOLINE C1CNC2C1=C1C=CC=NC1=CC2